(S)-2-methyl-1-((tetrahydrofuran-2-yl)methyl)-1H-thieno[2,3-d]imidazole-5-carboxylic acid methyl ester COC(=O)C1=CC2=C(N=C(N2C[C@H]2OCCC2)C)S1